1-(4-(tert-butyl)naphthalen-2-yl)-7-chlorobenzo[4,5]-thieno[2,3-c]pyridine C(C)(C)(C)C1=CC(=CC2=CC=CC=C12)C1=NC=CC2=C1SC1=C2C=CC(=C1)Cl